ethyl 2-(3-(1-(2-(benzyloxy)ethyl)-5-(pentan-3-ylcarbamoyl)-1H-pyrazol-3-yl)phenyl)oxazole-5-carboxylate C(C1=CC=CC=C1)OCCN1N=C(C=C1C(NC(CC)CC)=O)C=1C=C(C=CC1)C=1OC(=CN1)C(=O)OCC